CSC1=NC(=CC(=C1NC(C(CCCCCCCC)SCCCCCC)=O)SC)C N-(2,4-bis(methylthio)-6-methylpyridin-3-yl)-2-(hexylthio)decanoic acid amide